(4-methoxyphenyl)-3-(5-methylthiazol-4-yl)-6-(4-phenylbutoxy)-1H-inden-1-one COC1=CC=C(C=C1)C=1C(C2=CC(=CC=C2C1C=1N=CSC1C)OCCCCC1=CC=CC=C1)=O